COC(C\C=C\CCCCO)=O (E)-8-hydroxy-3-octenoic acid methyl ester